C1(=CC=CC=C1)N1[Si](CC[Si]1(C)C(C)(C)C)(C)C(C)(C)C 1-phenyl-2,5-ditert-butyl-2,5-dimethyl-1-aza-2,5-Disilacyclopentane